C(C)C=1C=C2C(=NC1OC)C=C(N2)CN2CCN(CC2)C=2C=CC(=NC2)C(=O)NC 5-(4-((6-Ethyl-5-methoxy-1H-pyrrolo[3,2-b]pyridin-2-yl)methyl)piperazin-1-yl)-N-methylpyridinecarboxamide